FC1=C(C=CC(=C1)C(F)(F)F)NC(=O)[C@H]1[C@@H]([C@H](CCC1)C1=CC(=C(C=C1)C(F)(F)F)OCCOC)C(=O)O |r| rac-(1R,2R,6S)-2-((2-fluoro-4-(trifluoromethyl)phenyl)carbamoyl)-6-(3-(2-methoxyethoxy)-4-(trifluoromethyl)phenyl)cyclohexane-1-carboxylic acid